ClC1=CC=C(C(=N1)\C=C\C#N)CNC(OC(C)(C)C)=O tert-butyl (E)-((6-chloro-2-(2-cyanovinyl)pyridin-3-yl)methyl)carbamate